(R)-5-chloro-3-((S,1E,3E)-3,5-dimethylhepta-1,3-dien-1-yl)-7-hydroxy-2-(4-(2-methoxyphenoxy)phenyl)-7-methylisoquinoline-6,8(2H,7H)-dione ClC1=C2C=C(N(C=C2C([C@@](C1=O)(C)O)=O)C1=CC=C(C=C1)OC1=C(C=CC=C1)OC)\C=C\C(=C\[C@H](CC)C)\C